Ethyl 3-((4-(1H-pyrazol-1-yl)-6-(1,2,4,5-tetrahydro-3H-benzo[d]azepin-3-yl)-1,3,5-triazin-2-yl)amino)propanoate N1(N=CC=C1)C1=NC(=NC(=N1)N1CCC2=C(CC1)C=CC=C2)NCCC(=O)OCC